1-(2-acetylhydrazinecarbonyl)-N-(3-(3-((tert-butyldimethylsilyl)oxy)azetidin-1-yl)-4-chlorophenyl)-3-methyl-6-azabicyclo[3.1.1]heptane-6-carboxamide C(C)(=O)NNC(=O)C12CC(CC(N1C(=O)NC1=CC(=C(C=C1)Cl)N1CC(C1)O[Si](C)(C)C(C)(C)C)C2)C